2-(2-(2-(2-methoxyethoxy)ethoxy)ethyl)-2,5-dihydropyrrolo[3,4-c]pyrrole-1,4-dione COCCOCCOCCN1C(C2=CNC(C2=C1)=O)=O